3-fluoro-4-(((2-(pyridin-4-yl)pyrimidin-4-yl)oxy)methyl)benzonitrile FC=1C=C(C#N)C=CC1COC1=NC(=NC=C1)C1=CC=NC=C1